FC(C)(C)C=1C=C(C=CC1)C1(CC1)NC(=O)C1=CC=2C(=NC(=CC2)C=2C=NNC2)N1C N-{1-[3-(2-fluoropropan-2-yl)phenyl]cyclopropyl}-1-methyl-6-(1H-pyrazol-4-yl)pyrrolo[2,3-b]pyridine-2-carboxamide